(R)-11-Methoxy-12-(3-methoxy-3-methylbut-1-yn-1-yl)-3,3-dimethyl-8-oxo-2,3,8,13b-tetrahydro-1H-pyrido[2,1-a]pyrrolo[1,2-c]phthalazine-7-carboxylic acid COC=1C(=CC=2[C@@H]3N(N4C(C2C1)=CC(C(=C4)C(=O)O)=O)C(CC3)(C)C)C#CC(C)(C)OC